O=C1NS(C2=C(N1)C=CC=C2)(=O)=O 3-oxo-3,4-dihydro-2H-1λ6-benzo[2,1-e][1,2,4]thiadiazine-1,1-dione